3-(4-(2-((1-(1-acetylpiperidin-4-yl)-1H-pyrazol-4-yl)amino)-5-methylpyrimidin-4-yl)-2-fluorophenoxy)-2,2-dimethylpropanenitrile C(C)(=O)N1CCC(CC1)N1N=CC(=C1)NC1=NC=C(C(=N1)C1=CC(=C(OCC(C#N)(C)C)C=C1)F)C